NC1=C(C2=C(N=C(N=C2)C)N1C1=C(C(=CC=C1C)O)C)C#N 6-amino-7-(3-hydroxy-2,6-dimethylphenyl)-2-methyl-7H-pyrrolo[2,3-d]pyrimidine-5-carbonitrile